methyl (2R)-2-{[(E)-{5-[3-amino-2,6-dioxo-4-(trifluoromethyl)-3,6-dihydropyrimidin-1(2H)-yl]-2-chloro-4-fluorobenzylidene} amino]oxy}propanoate NN1C(N(C(C=C1C(F)(F)F)=O)C=1C(=CC(=C(\C=N\O[C@@H](C(=O)OC)C)C1)Cl)F)=O